6-(1,3-oxazol-2-yl)-5-(trifluoromethyl)pyridin O1C(=NC=C1)C1=C(C=CC=N1)C(F)(F)F